NCCOC=1C=C(C=CC1)C1=CC=C2C(=CC=NC2=C1)C(=O)OC methyl 7-(3-(2-aminoethoxy)phenyl)quinoline-4-carboxylate